C1(CC1)CCN(C1=C2CN(C(C2=CC=C1)=O)C1C(NC(CC1)=O)=O)C1CCC(CC1)NCCC1(CC1)C(F)(F)F 3-(4-((2-cyclopropylethyl)((1s,4s)-4-((2-(1-(trifluoromethyl)cyclopropyl)ethyl)amino)cyclohexyl)amino)-1-oxoisoindolin-2-yl)piperidine-2,6-dione